2-{[(1S)-1-{4-[(4,4-Difluoropiperidin-1-yl)methyl]phenyl}ethyl]amino}-8-(2,2-dimethylpropyl)pyrido[2,3-d]pyrimidin-7(8H)-on FC1(CCN(CC1)CC1=CC=C(C=C1)[C@H](C)NC=1N=CC2=C(N1)N(C(C=C2)=O)CC(C)(C)C)F